7-benzyloxy-5-(4-trifluoromethylstyryl)-2,2-dimethyl-4H-benzo[d][1,3]dioxin-4-one C(C1=CC=CC=C1)OC=1C=C(C2=C(OC(OC2=O)(C)C)C1)C=CC1=CC=C(C=C1)C(F)(F)F